acrylyl-carboxylate C(C=C)(=O)C(=O)[O-]